(2S)-4-(((S)-3-fluoro-2-methoxypropyl)(4-(5,6,7,8-tetrahydro-1,8-naphthyridin-2-yl)butyl)amino)-2-(4-methylisochromane-4-carboxamido)butanoic acid FC[C@H](CN(CC[C@@H](C(=O)O)NC(=O)C1(COCC2=CC=CC=C12)C)CCCCC1=NC=2NCCCC2C=C1)OC